N-(4-methyl-3-(2-(methylamino)-8,9-dihydroimidazo[1',2':1,6]pyrido[2,3-d]pyrimidin-6-yl)phenyl)-6-(trifluoromethyl)pyridazine-4-carboxamide CC1=C(C=C(C=C1)NC(=O)C1=CN=NC(=C1)C(F)(F)F)C1=CC2=C(N=C(N=C2)NC)N2C1=NCC2